C(C)N(C(C1=CC(=CC(=C1)F)F)=O)CC N,N-diethyl-3,5-difluorobenzamide